O1CCN(CC1)CC=O 2-morpholino-ethanone